4-{1-[cyclohexyl-(cyclohexylcarbamoyl-methyl)]-1H-benzimidazol-2-yl}-benzoic acid methyl ester COC(C1=CC=C(C=C1)C1=NC2=C(N1C(C(NC1CCCCC1)=O)C1CCCCC1)C=CC=C2)=O